N-[2-(4-aminoquinolin-6-yl)phenyl]prop-2-enamide NC1=CC=NC2=CC=C(C=C12)C1=C(C=CC=C1)NC(C=C)=O